[Br-].C1C(CC12OCCO2)[Zn+] (5,8-dioxaspiro[3.4]octan-2-yl)zinc (II) bromide